C(C)OC(=O)C1(C(N(C1C)CC)C)C1=CC(=CC=C1)C 1-ethyl-2,4-dimethyl-3-(3-methylphenyl)azetidine-3-carboxylic acid ethyl ester